1-[4-(cyanomethyl)-1-[[4-(4-pyridyl)phenyl]methyl]-4-piperidyl]-3-(cyclopropanecarbonylamino)pyrazole-4-carboxamide camphenemalonate C12(C(C)(C)C(=C)C(CC1)C2)C(C(=O)O)C(=O)O.C(#N)CC2(CCN(CC2)CC2=CC=C(C=C2)C2=CC=NC=C2)N2N=C(C(=C2)C(=O)N)NC(=O)C2CC2